(4-methyl-2-(pyridin-2-yl)thiazol-5-yl)methanone CC=1N=C(SC1C=O)C1=NC=CC=C1